(S)-3-(trifluoromethyl)-5a,6,8,9-tetrahydropyrido[3',2':4,5]imidazo[1,2-a]pyrazin FC(C1=CC=2N[C@H]3N(CCNC3)C2N=C1)(F)F